4'-((3,3-dimethyl-2-oxo-6-(trifluoromethyl)indolin-1-yl)methyl)-N-(4,5-dimethylisoxazol-3-yl)-2'-(ethoxymethyl)-N-(methoxymethyl)-[1,1'-biphenyl]-2-sulfonamide CC1(C(N(C2=CC(=CC=C12)C(F)(F)F)CC1=CC(=C(C=C1)C=1C(=CC=CC1)S(=O)(=O)N(COC)C1=NOC(=C1C)C)COCC)=O)C